N-[[(2R)-oxolan-2-yl]methyl]sulfamic acid O1[C@H](CCC1)CNS(O)(=O)=O